(2,2-difluoroethoxy)imidazo[1,2-a]pyridine FC(COC=1N=C2N(C=CC=C2)C1)F